C(CCCCCCCC)SCSCCCCCCCCC1(OCC(O1)CCO)CCCCCCCCSCSCCCCCCCCC 2-(2,2-bis(8-(((nonylthio)methyl)thio)octyl)-1,3-dioxolan-4-yl)ethan-1-ol